Cl.N[C@H](C(=O)OCC(F)(F)F)CC1=CC(=C(C=C1)O)C(N)=O 2,2,2-Trifluoroethyl (S)-2-amino-3-(3-carbamoyl-4-hydroxyphenyl)propanoate hydrochloride